[Cl-].NC(=O)C1=[N+](C=CC=C1)C aminoformyl-methyl-pyridinium chloride